P1C(=CC=C1)C(=O)[O-] phosphoLAT